5-bromo-4-iodopyridine BrC=1C(=CC=NC1)I